decanedioic acid, 1,10-bis(1,2,2,6,6-pentamethyl-4-piperidinyl) ester C(CCCCCCCCC(=O)OC1CC(N(C(C1)(C)C)C)(C)C)(=O)OC1CC(N(C(C1)(C)C)C)(C)C